methyl 1-bromocyclopropanecarboxylate BrC1(CC1)C(=O)OC